(S)-2-amino-(1-iminomethylamino)-5-thiaheptanoic acid N[C@@](C(=O)O)(CCSCC)NC=N